(3S)-3-{4-[(2E,4E)-hex-2,4-dien-1-yloxy]-phenyl}hex-4-ynoic acid methyl ester COC(C[C@H](C#CC)C1=CC=C(C=C1)OC\C=C\C=C\C)=O